5-[(3-methoxybenzyl)(4-dimethylaminobenzyl)aminocarbonyloxyethoxyethoxy]dimethylaminobenzene tert-Butyl-((2-(6-(3-hydroxypropyl)pyridine-2-yl)-4-methylphenyl)sulfonyl)-L-prolinate C(C)(C)(C)[C@@]1(N(CCC1)S(=O)(=O)C1=C(C=C(C=C1)C)C1=NC(=CC=C1)CCCO)C(=O)O.COC=1C=C(CC(COC=2C=CC=C(C2)N(C)C)OCCOC(=O)NCC2=CC=C(C=C2)N(C)C)C=CC1